(3-chlorophenyl)-2-(piperidin-4-yl)acetamide ClC=1C=C(C=CC1)C(C(=O)N)C1CCNCC1